[rac-(5S,7S)-7-fluoro-5-phenyl-6,7-dihydro-5H-pyrrolo[1,2-b][1,2,4]triazol-2-yl]-tetrahydropyran-4-yl-methanone F[C@H]1C[C@H](N2N=C(N=C21)C(=O)C2CCOCC2)C2=CC=CC=C2 |r|